1-(3,4-dichlorophenyl)-5-methyl-3-[3-(pyrrolidin-1-yl)propoxy]-1H-pyrazole hydrochloride Cl.ClC=1C=C(C=CC1Cl)N1N=C(C=C1C)OCCCN1CCCC1